(S)-(4-(4-fluoropyrazolo[1,5-a]pyridin-2-yl)-6,7-dihydro-1H-imidazo[4,5-c]pyridin-5(4H)-yl)(4-(trifluoromethyl)oxazol-5-yl)methanone FC=1C=2N(C=CC1)N=C(C2)[C@H]2N(CCC1=C2N=CN1)C(=O)C1=C(N=CO1)C(F)(F)F